1-(2-(4,4-dimethylpiperidin-1-yl)pyrimidin-5-yl)-4,6-difluorobenzene-1,2-diamine CC1(CCN(CC1)C1=NC=C(C=N1)C1(C(C=C(C=C1F)F)N)N)C